BrC1=C(C(OC(=C1)C(=O)NC=1SC(=NN1)C=1N(C=CC1Cl)C)=O)OCCOC 4-bromo-N-(5-(3-chloro-1-methyl-1H-pyrrol-2-yl)-1,3,4-thiadiazol-2-yl)-3-(2-methoxyethoxy)-2-oxo-2H-pyran-6-carboxamide